FC1=C(C=C2CCCN(C2=C1)S(=O)(=O)C1=CN=C(S1)C1=CC=C(C=C1)F)C(=O)OC methyl 7-fluoro-1-((2-(4-fluorophenyl) thiazol-5-yl) sulfonyl)-1,2,3,4-tetrahydroquinoline-6-carboxylate